2-isopropylbenzamide C(C)(C)C1=C(C(=O)N)C=CC=C1